C(C1=CC=CC=C1)N1C(C2=C(C(=CC=C2CC1)S)Cl)=O 2-benzyl-8-chloro-7-mercapto-3,4-dihydroisoquinolin-1(2H)-one